3,7,11b-Triaza-benzo[c]fluorene-6-carboxylic Acid (2-pyrrolidin-1-yl-ethyl)-amide N1(CCCC1)CCNC(=O)C1=CC2=C(N3C=4C=CC=CC4N=C13)C=CN=C2